[NH4+].C(C=C)(=O)C(N(C)C)CS(=O)(=O)O acrylyldimethyltaurine ammonium